(S)-tert-butyl 3-(4-amino-3-((7-methoxy-5-methylbenzo[b]thien-2-yl)ethynyl)-1H-pyrazolo[3,4-d]pyrimidin-1-yl)pyrrolidine-1-carboxylate NC1=C2C(=NC=N1)N(N=C2C#CC2=CC1=C(S2)C(=CC(=C1)C)OC)[C@@H]1CN(CC1)C(=O)OC(C)(C)C